FC=1C=C(C=C(C1)C(F)(F)F)C1=CC(=C2C(=N1)N=C(N2)C2=CC=C(C=C2)N2CCC(CC2)NCC(=O)O)N(C)CC2(CCC2)COC N-[1-(4-{5-[3-Fluoro-5-(trifluoromethyl)phenyl]-7-[{[1-(methoxymethyl)cyclobutyl]methyl}(methyl)amino]-1H-imidazo[4,5-b]pyridin-2-yl}phenyl)piperidin-4-yl]glycine